methyl 2-methylpiperidine-3-carboxylate CC1NCCCC1C(=O)OC